methyl 3-((2-amino-5-bromopyridin-3-yl)amino)-2-((2S,6R)-2,6-dimethylmorpholino)propanoate NC1=NC=C(C=C1NCC(C(=O)OC)N1C[C@@H](O[C@@H](C1)C)C)Br